N-(4-((1H-pyrazol-1-yl)methyl)benzyl)-2-(2,4-dioxo-1,4-dihydroquinazolin-3(2H)-yl)acetamide N1(N=CC=C1)CC1=CC=C(CNC(CN2C(NC3=CC=CC=C3C2=O)=O)=O)C=C1